4-bromo-1,1-dimethyl-3-oxo-isoindoline-2-carboxylic acid tert-butyl ester C(C)(C)(C)OC(=O)N1C(C2=CC=CC(=C2C1=O)Br)(C)C